CN(CCCl)C(=O)N(C1CCCCC1)N=O methyl-chloroethyl-cyclohexyl-nitrosourea